NCCNC(=O)C1=C(NC(=C1C)\C=C\1/C(NC2=CC=C(C=C12)F)=O)C (Z)-N-(2-aminoethyl)-5-((5-fluoro-2-oxoindol-3-ylidene)methyl)-2,4-dimethyl-1H-pyrrole-3-carboxamide